BrC1=CC(=C(C(=O)N(C)OC)C=C1)OC(F)(F)F 4-bromo-N-methoxy-N-methyl-2-(trifluoromethoxy)benzamide